ClC1=C(C=CC=C1)C1=C(C(C(=C(C1=N)C(=O)O)C1=C(C=CC=C1)Cl)=N)C(=O)O di(2-chlorophenyl)-2,5-dicarboxy-1,4-benzoquinone diimine